ethyl anthranilate (ETHYL ANTHRANILATE) C(C)NC=1C(C(=O)O)=CC=CC1.C(C=1C(N)=CC=CC1)(=O)OCC